BrC=1C=C(C=NC1)[C@@H](C)NC(C1=C(C=CC(=C1)N1CCN(CC1)C)C)=O N-[(1R)-1-(5-Bromo-3-pyridyl)ethyl]-2-methyl-5-(4-methylpiperazin-1-yl)benzamide